C1(=CC(=C2C=CC=3C(=CC=C4C=CC1=C2C34)S(=O)(=O)[O-])S(=O)(=O)[O-])S(=O)(=O)[O-] pyrene-1,3,6-trisulfonate